NC=1C(=C(C=CC1)C(C(F)(F)F)(F)F)N diamino(pentafluoroethyl)benzene